O1[C@H]2[C@@H](N(CCC1)C=1C3=C(N=C(N1)C1=NC=CC(=C1)OC)CCC3)CCC2 2-{4-[(5aS,8aR)-octahydro-2H-cyclopenta[b][1,4]oxazepin-5-yl]-5H,6H,7H-cyclopenta[d]pyrimidin-2-yl}-4-methoxypyridine